ClC=1SC(=C(N1)C(F)F)C(=O)N1C[C@@H]2C([C@@H]2C1)OC1=NC(=CC(=C1)C(C)(C)NC(OCC1=CC=CC=C1)=O)C1=CC=C(C=C1)F benzyl (2-(2-(((1R,5S,6s)-3-(2-chloro-4-(difluoromethyl)thiazole-5-carbonyl)-3-azabicyclo[3.1.0]hexan-6-yl)oxy)-6-(4-fluorophenyl)pyridin-4-yl)propan-2-yl)carbamate